ClCC/C=C/CCCCCCCCCCCCCC(=O)O.FC=1C=C(C2=C(N=CS2)C1C=1C=NN(C1)C1OCCCC1)B1OC(C(O1)(C)C)(C)C 5-fluoro-4-[1-(oxan-2-yl)pyrazol-4-yl]-7-(4,4,5,5-tetramethyl-1,3,2-dioxaborolan-2-yl)-1,3-benzothiazole (13E)-16-chloro-13-hexadecenyl-acetate